3-acetamido-4-((5-nitrothiazol-2-yl)carbamoyl)benzoic acid C(C)(=O)NC=1C=C(C(=O)O)C=CC1C(NC=1SC(=CN1)[N+](=O)[O-])=O